N-acetyl-Leucine C(C)(=O)N[C@@H](CC(C)C)C(=O)O